ClC1=CC(=C(C=C1)COC1=NN(C=N1)C1CCN(CC1)CC1=NC2=C(N1C[C@H]1OCC1)C=C(C=C2)C(=O)OC)F methyl 2-[(4-{3-[(4-chloro-2-fluorophenyl)methoxy]-1H-1,2,4-triazol-1-yl}piperidin-1-yl)methyl]-1-{[(2S)-oxetan-2-yl]methyl}-1H-benzimidazole-6-carboxylate